COC(CCCCCCC\C=C/C\C=C/C\C=C/CC)=O alpha-Linolenic Acid Methyl Ester